methyl 3-[3-methyl-5-oxo-4-[(3-pyrazin-2-ylphenyl)carbamoyl]-4H-pyrazol-1-yl]benzoate CC1=NN(C(C1C(NC1=CC(=CC=C1)C1=NC=CN=C1)=O)=O)C=1C=C(C(=O)OC)C=CC1